[Cl-].CC=1C=C(OPC(C)(C)CC)C=CC1 m-methylphenoxytertiary pentylphosphine chloride